C(C)(C)S(=O)(=O)C1=C(C=CC=C1)[N+](=O)[O-] 1-(isopropylsulfonyl)-2-nitrobenzene